(1-(2-(p-tolyl)acetyl)piperidin-4-yl)-1H-benzo[d]imidazol-2(3H)-one C1(=CC=C(C=C1)CC(=O)N1CCC(CC1)N1C(NC2=C1C=CC=C2)=O)C